BrC1=CC2=C(N=C(S2)CO)C=C1 (6-bromobenzo[d]thiazol-2-yl)methanol